5-(1H-indole-2-carbonyl)-N-[1-(pyridin-2-yl)cyclopropyl]-4H,5H,6H,7H-pyrazolo[1,5-a]pyrazine-3-carboxamide N1C(=CC2=CC=CC=C12)C(=O)N1CC=2N(CC1)N=CC2C(=O)NC2(CC2)C2=NC=CC=C2